NC1CCC(CC1)CC1C(CCCC1)N 2-((4-Aminocyclohexyl)methyl)cyclohexan-1-amin